(Z)-N-(4-(azetidin-1-yl)-4-oxobut-2-en-1-yl)-1-((5-bromo-2'-chloro-[1,1'-biphenyl]-2-yl)sulfonyl)-4-fluoropiperidine-4-carboxamide N1(CCC1)C(\C=C/CNC(=O)C1(CCN(CC1)S(=O)(=O)C1=C(C=C(C=C1)Br)C1=C(C=CC=C1)Cl)F)=O